C=CCSCC(C(=O)O)N S-ALLYLCYSTEINE